n-coumaroyltyramine C1=CC(=CC=C1CCNC(=O)/C=C/C2=CC=C(C=C2)O)O